N[C@H]1CS(C2=C(N(C1=O)CC1=CC=C(C=C1)Cl)C=C(C(=C2)F)C=2OC(=NN2)C(C(F)(F)F)(F)F)(=O)=O (3R)-3-amino-5-[(4-chlorophenyl)methyl]-8-fluoro-1,1-dioxo-7-[5-(1,1,2,2,2-pentafluoroethyl)-1,3,4-oxadiazol-2-yl]-2,3-dihydro-1lambda6,5-benzothiazepin-4-one